C(CCCCCCCCCCCCCCC)NC(OC1C(OCC1)CO)=O (hydroxymethyl)tetrahydrofuran-3-yl hexadecylcarbamate